Tert-butyl 6-(6-(N-(1-cyanocyclopropyl)sulfamoyl)-3-(5-(difluoromethyl)-1,3,4-thiadiazol-2-yl)imidazo[1,5-a]pyridin-1-yl)-2-azaspiro[3.4]oct-6-ene-2-carboxylate C(#N)C1(CC1)NS(=O)(=O)C=1C=CC=2N(C1)C(=NC2C=2CC1(CN(C1)C(=O)OC(C)(C)C)CC2)C=2SC(=NN2)C(F)F